O=C1N(CCC(N1)=O)C=1C=C(C=CC1OC)C(=O)N(CCCCC=O)C 3-(2,4-Dioxotetrahydropyrimidin-1(2H)-yl)-4-methoxy-N-methyl-N-(5-oxopentyl)benzeneformamide